ClC1=CC=C(C(=N1)C(=O)OC)N[C@H](C)C1=CC(=CC=2C=3N(C(=NC12)CC)C=CN3)C methyl 6-chloro-3-{[(1R)-1-{5-ethyl-9-methylimidazo[1,2-c]quinazolin-7-yl}ethyl]amino}pyridine-2-carboxylate